phenyl-N-methylmethanesulfonamide C1(=CC=CC=C1)CS(=O)(=O)NC